2-bromo-5-(4-cyclohexylphenyl)-3-(3-(fluoromethyl)azetidine-1-carbonyl)pyrazolo[1,5-a]Pyrimidin-7(4H)-one BrC1=NN2C(NC(=CC2=O)C2=CC=C(C=C2)C2CCCCC2)=C1C(=O)N1CC(C1)CF